z-isopropyl-tetrahydrocarbazole C(C)(C)C1CCCC=2C3=CC=CC=C3NC12